N1CCC(CC1)C(O)C1=C(C=CC=C1)C1=CC=C(C=C1)C(F)(F)F Piperidin-4-yl(4'-(trifluoromethyl)-[1,1'-biphenyl]-2-yl)methanol